FC(CC(C)NC(O[C@H]1C[C@H](CC1)C1=CC(=NN1)NC(CC=1C=NN(C1C)C)=O)=O)(F)F (1R,3S)-3-(3-{[(1,5-dimethyl-1H-pyrazol-4-yl)acetyl]amino}-1H-pyrazol-5-yl)cyclopentyl [(2ξ)-4,4,4-trifluorobutan-2-yl]carbamate